C(CCC)C1=CNC=C1CCCC 3,4-dibutylpyrrol